NC1=CC=C(OC2=C(C=C(N)C=C2)CC)C=C1 4-(4-aminophenoxy)-3-ethylaniline